tolylammonium tetrakis(perfluorophenyl)borate Methyl-9-(4-(amino(1-(3-fluoropropyl)azetidin-3-yl)methyl)phenyl)-8-(2,4-dichlorophenyl)-6,7-dihydro-5H-benzo[7]annulene-3-carboxylate COC(=O)C1=CC2=C(C(=C(CCC2)C2=C(C=C(C=C2)Cl)Cl)C2=CC=C(C=C2)C(C2CN(C2)CCCF)N)C=C1.FC1=C(C(=C(C(=C1F)F)F)F)[B-](C1=C(C(=C(C(=C1F)F)F)F)F)(C1=C(C(=C(C(=C1F)F)F)F)F)C1=C(C(=C(C(=C1F)F)F)F)F.C1(=C(C=CC=C1)[NH3+])C